C(CCCCCCC)SC(CCCCCCCC(CCCCCCCC(SCCCCCCCC)SCCCCCCCC)O)SCCCCCCCC 1,1,17,17-Tetrakis(octylthio)heptadecan-9-ol